C(C1=CC=CC=C1)N1N=C(N=C1)C(=O)NC1C(N(C=2N(CC1)N=C(C2)C2=CN=C(N2C)C)C)=O 1-benzyl-N-(2-(1,2-dimethyl-1H-imidazol-5-yl)-4-methyl-5-oxo-5,6,7,8-tetrahydro-4H-pyrazolo[1,5-a][1,3]diazepin-6-yl)-1H-1,2,4-triazole-3-carboxamide